N1(CCCC1)C1=C(CN2CC3(CCN3C(=O)N3N=CN=C3)CC2)C=CC(=C1)C(F)(F)F (6-(2-(pyrrolidin-1-yl)-4-(trifluoromethyl)benzyl)-1,6-diazaspiro[3.4]octan-1-yl)(1H-1,2,4-triazol-1-yl)methanone